N-(1-(7-cyclopropoxy-3-fluoronaphthalen-1-yl)-2-methylpropan-2-yl)acetamide C1(CC1)OC1=CC=C2C=C(C=C(C2=C1)CC(C)(C)NC(C)=O)F